5-(3-(aminomethyl)phenyl)-3-((2-(carboxymethyl)phenoxy)methyl)-7-nitrobenzofuran-2-carboxylic acid NCC=1C=C(C=CC1)C=1C=C(C2=C(C(=C(O2)C(=O)O)COC2=C(C=CC=C2)CC(=O)O)C1)[N+](=O)[O-]